4-[6-[[(1S)-1-(hydroxy-methyl)-2-methyl-propyl]amino]imidazo[1,2-b]pyridazin-3-yl]benzonitrile OC[C@H](C(C)C)NC=1C=CC=2N(N1)C(=CN2)C2=CC=C(C#N)C=C2